C(C)(C)(C)O[SiH2][SiH2]OC(C)(C)C 1,2-di-t-butoxydisilane